BrC=1C=C2C=NC(=NC2=C(C1)OC)NCCCN(C(OC(C)(C)C)=O)C tert-butyl N-{3-[(6-bromo-8-methoxyquinazolin-2-yl)amino]propyl}-N-methylcarbamate